OCCCN(S(=O)(=O)C1=C(C=CC=C1)[N+](=O)[O-])CCC N-(3-hydroxypropyl)-2-nitro-N-propylbenzenesulfonamide